ClC1=CC(=C(C=C1OC)C#CC1(CC1)NC(OC(C)(C)C)=O)C1(CC1)C tert-butyl (1-((4-chloro-5-methoxy-2-(1-methylcyclopropyl) phenyl)ethynyl)cyclopropyl)carbamate